(R)-N-(4-(3-((6-methylquinazolin-2-yl)amino)pyrrolidine-1-carbonyl)phenyl)acrylamide CC=1C=C2C=NC(=NC2=CC1)N[C@H]1CN(CC1)C(=O)C1=CC=C(C=C1)NC(C=C)=O